1-phenyl-3-cyclohexylurea C1(=CC=CC=C1)NC(=O)NC1CCCCC1